C(C=C)C1=C(C=C(C=C1)C)CC1=CC=CC=C1 1-allyl-2-benzyl-4-methylbenzene